(S)-2-(3-(dimethylamino)pyrrolidin-1-yl)-4-ethoxypyrimidine-5-carboxylic acid ethyl ester C(C)OC(=O)C=1C(=NC(=NC1)N1C[C@H](CC1)N(C)C)OCC